(3R*,4R*)-1-Cyclopentyl-4-{[3-(2,4-difluoro-phenyl)-isoxazole-5-carbonyl]-amino}-piperidine-3-carboxylic acid ((1R*,2S*)-2-phenyl-cyclopropyl)-amide C1(=CC=CC=C1)[C@H]1[C@@H](C1)NC(=O)[C@@H]1CN(CC[C@H]1NC(=O)C1=CC(=NO1)C1=C(C=C(C=C1)F)F)C1CCCC1 |o1:6,7,12,17|